CC1=C(C(C(=O)[O-])=CC=C1)O.[Na+] sodium 3-methylsalicylate